5-methyl-4-(4-chloro-1-methyl-1H-pyrazol-5-yl)thiazole-2-Formic acid CC1=C(N=C(S1)C(=O)O)C1=C(C=NN1C)Cl